(5-([1,1'-biphenyl]-4-yl)-1,3,4-oxadiazol-2-yl)-3-fluoropiperidine-1-carbonitrile C1(=CC=C(C=C1)C1=NN=C(O1)C1N(CCCC1F)C#N)C1=CC=CC=C1